methyl (S,E)-3-(3-bromo-5-(2-ethoxyvinyl)phenyl)-2-(((2-(trimethylsilyl)ethoxy)carbonyl)amino)propanoate BrC=1C=C(C=C(C1)\C=C\OCC)C[C@@H](C(=O)OC)NC(=O)OCC[Si](C)(C)C